N[C@@H](CCC(=O)N([C@@H](CS)C(=O)O)C(CC[C@H](N)C(=O)O)=O)C(=O)O di-γ-glutamylcysteine